(S)-2-(fluoromethyl)-4-((1R,3S)-3-(1-isopropyl-3-(2-(trifluoromethyl)pyrimidin-5-yl)-1H-1,2,4-triazol-5-yl)cyclopentyl)morpholine FC[C@@H]1CN(CCO1)[C@H]1C[C@H](CC1)C1=NC(=NN1C(C)C)C=1C=NC(=NC1)C(F)(F)F